BrC=1C=C(N(C1)C([2H])([2H])[2H])C=O 4-bromo-1-methyl-d3-1H-pyrrole-2-carbaldehyde